2-(2,6-dioxopiperidin-3-yl)-5-((2-((3-(4-(4-(quinoxalin-2-yl)-1H-pyrazol-1-yl)piperidin-1-yl)phenyl)amino)ethyl)amino)isoindoline-1,3-dione O=C1NC(CCC1N1C(C2=CC=C(C=C2C1=O)NCCNC1=CC(=CC=C1)N1CCC(CC1)N1N=CC(=C1)C1=NC2=CC=CC=C2N=C1)=O)=O